(5-(2-amino-8-(cyclohexyloxy)-4-methylquinazolin-6-yl)-2-methoxypyridin-3-yl)-2,4-difluorobenzenesulfonamide NC1=NC2=C(C=C(C=C2C(=N1)C)C=1C=C(C(=NC1)OC)C=1C(=C(C=CC1F)S(=O)(=O)N)F)OC1CCCCC1